4-(2-phenylpropyl)resorcinol C1(=CC=CC=C1)C(CC1=C(C=C(O)C=C1)O)C